5-formylfurfural C(=O)C1=CC=C(C=O)O1